2-((1S,2S)-1-(5-chloro-2-cyanophenyl)-1-(1-methyl-1H-pyrazol-4-yl)propan-2-yl)-5-hydroxy-N-(isoxazol-4-yl)-1-methyl-6-oxo-1,6-dihydropyrimidine-4-carboxamide ClC=1C=CC(=C(C1)[C@H]([C@H](C)C=1N(C(C(=C(N1)C(=O)NC=1C=NOC1)O)=O)C)C=1C=NN(C1)C)C#N